1-(6-chloro-8-fluoro-7-(2-fluorophenyl)quinazolin-4-yl)-N2-(4,5-dihydrooxazol-2-yl)ethane-1,2-diamine ClC=1C=C2C(=NC=NC2=C(C1C1=C(C=CC=C1)F)F)C(CNC=1OCCN1)N